1-({3,4-difluoro-2-[(2-fluoro-4-iodophenyl)amino]Phenyl}carbonyl)-3-(1-nitroethyl)azetidin-3-ol Disodium [Na].[Na].FC=1C(=C(C=CC1F)C(=O)N1CC(C1)(O)C(C)[N+](=O)[O-])NC1=C(C=C(C=C1)I)F